ClC1=CC2=C(N=N1)CCC2 3-chloro-6,7-dihydro-5H-cyclopenta[c]pyridazine